C[C@@]12N(C=3C=CC=CC3[C@@]1([C@H](C2)C2=NC=CC=C2)C(C2=CC=C(C=C2)C)=O)C(C)=O 1-((1S,2aS,7bR)-2a-methyl-7b-(4-methylbenzoyl)-1-(pyridin-2-yl)-1,2,2a,7b-tetrahydro-3H-cyclobuta[b]indol-3-yl)ethan-1-one